7-but-2-ynyloxy-3-[[3-fluoro-2-(methylsulfinylamino)-4-pyridinyl]methyl]-4-methyl-chromen-2-one C(C#CC)OC1=CC=C2C(=C(C(OC2=C1)=O)CC1=C(C(=NC=C1)NS(=O)C)F)C